4-[5-(4-amino-2-oxopyrrolidin-1-yl)pyridin-2-yl]-3-(2-methyl-6-morpholin-4-ylpyridin-4-yl)oxybenzonitrile NC1CC(N(C1)C=1C=CC(=NC1)C1=C(C=C(C#N)C=C1)OC1=CC(=NC(=C1)N1CCOCC1)C)=O